CNC N,N-dimethylammonia